6'-(3-(4,4-difluoropiperidine-1-carbonyl)quinolin-8-yl)-7'-fluoro-2'-methyl-spiro[cyclopropane-1,1'-isoindolin]-3'-one FC1(CCN(CC1)C(=O)C=1C=NC2=C(C=CC=C2C1)C1=CC=C2C(N(C3(C2=C1F)CC3)C)=O)F